C[C@H]1CCC(=NC1)C=1C=CC2=C(N=C(S2)C2CC3(CN(C3)C)C2)C1 (S)-5-(5-methyl-3,4,5,6-tetrahydropyridin-2-yl)-2-(2-methyl-2-azaspiro[3.3]heptan-6-yl)benzo[d]thiazole